O1C=CC2=C1C=CC(=C2)S(=O)(=O)N2CC1=C(C2)CN(C1)C(=O)NCC1=CC=C(C=C1)OC 5-(1-Benzofuran-5-sulfonyl)-N-[(4-methoxyphenyl)methyl]-1H,2H,3H,4H,5H,6H-pyrrolo[3,4-c]pyrrole-2-carboxamide